(R)-5-fluoro-4-(4-fluoro-1-isopropyl-2-methyl-1H-benzo[d]imidazol-6-yl)-N-(5-((2-methyl-2-(2-(pyrrolidin-1-yl)ethyl)morpholino)methyl)pyridin-2-yl)pyrimidin-2-amine FC=1C(=NC(=NC1)NC1=NC=C(C=C1)CN1C[C@](OCC1)(CCN1CCCC1)C)C=1C=C(C2=C(N(C(=N2)C)C(C)C)C1)F